maleic acid citronellyl ester C(CC(C)CCC=C(C)C)OC(\C=C/C(=O)O)=O